1-[(1-ethyl-1H-pyrazol-4-yl)methyl]-4,5-dimethyl-3-[6-{[(2S)-oxolan-2-yl]methoxy}-4-(trifluoromethyl)pyridin-2-yl]-1,3-dihydro-2H-imidazol-2-one C(C)N1N=CC(=C1)CN1C(N(C(=C1C)C)C1=NC(=CC(=C1)C(F)(F)F)OC[C@H]1OCCC1)=O